5-(3,4-dihydro-2H-pyrrol-5-yl)thiophene-2-sulfonamide N=1CCCC1C1=CC=C(S1)S(=O)(=O)N